terephthalic acid, zirconium salt [Zr+4].C(C1=CC=C(C(=O)[O-])C=C1)(=O)[O-].C(C1=CC=C(C(=O)[O-])C=C1)(=O)[O-]